5-(4-(2-(1-(5-(3,5-dimethyl-5H-pyrido[4,3-b]indol-7-yl)-3-fluoropyridin-2-yl)piperidin-4-yl)ethyl)piperazin-1-yl)-2-(2,6-dioxopiperidin-3-yl)isoindoline-1,3-dione CC1=CC=2N(C=3C=C(C=CC3C2C=N1)C=1C=C(C(=NC1)N1CCC(CC1)CCN1CCN(CC1)C=1C=C2C(N(C(C2=CC1)=O)C1C(NC(CC1)=O)=O)=O)F)C